C(CCCCCCCCCCCCCCCCC)/C(/C(=O)[O-])=C\C(=O)[O-].[Na+].[Na+] Natrium stearylfumarat